(E)-N-(2-(amino-methyl)-3-fluoro-allyl)-2-butyl-benzo[d]oxazole-6-carboxamide 4-methylbenzene-sulfonate CC1=CC=C(C=C1)S(=O)(=O)O.NC/C(/CNC(=O)C1=CC2=C(N=C(O2)CCCC)C=C1)=C\F